FC=1C=C(C=CC1OC1=C2C(=NC=C1)NC(N2C(C)C)=O)C=2C(=C(C(=O)N)C=CC2)C(F)(F)F (3-fluoro-4-((1-isopropyl-2-keto-2,3-dihydro-1H-imidazo[4,5-b]pyridin-7-yl)oxy)phenyl)-2-(trifluoromethyl)benzamide